NCC1CCN(CC1)C1=C(C=C(C=N1)CC=1N=C2C(=NC(=NN2C1)OCCCC)N)C ((6-(4-(aminomethyl)piperidin-1-yl)-5-methylpyridin-3-yl)methyl)-2-butoxyimidazo[2,1-f][1,2,4]triazin-4-amine